C1=C[N+](=CC(=C1O)O)C[C@@H](C(=O)O)N The molecule is a pyridinium ion that is L-alanine in which a methyl hydrogen is replaced by a 3,4-dioxidopyridinium-1-yl group. It is a conjugate acid of a 3-(3,4-dioxidopyridinium-1-yl)-L-alanine(1-) and a 3-(3,4-dihydroxypyridinium-1-yl)-L-alanine zwitterion.